(S)-6-(1-amino-1,3-dihydro-spiro[inden-2,4'-piperidin]-1'-yl)-3-(1-(3-chlorophenyl)vinyl)-1H-pyrazolo[3,4-d]pyrimidin-4(5H)-one N[C@@H]1C2=CC=CC=C2CC12CCN(CC2)C=2NC(C1=C(N2)NN=C1C(=C)C1=CC(=CC=C1)Cl)=O